FC1(CCN(CC1)C1=NC(=CC=C1)C#C)F 2-(4,4-difluoropiperidin-1-yl)-6-ethynylpyridine